C(C)(C)(C)OC(=O)N(CCO[Si](C)(C)C(C)(C)C)CC=1N=CC(=NC1)C(=O)[O-].[Li+] lithium 5-(((tert-butoxycarbonyl)(2-((tert-butyldimethylsilyl)oxy)ethyl)amino)methyl)pyrazine-2-carboxylate